ethyl[(3-{2-chloro-5-[2,6-dioxo-4-(trifluoromethyl)-3,6-dihydropyrimidin-1(2H)-yl]-4-fluorophenoxy}pyridine-2-yl)oxy]acetate C(C)OC(COC1=NC=CC=C1OC1=C(C=C(C(=C1)N1C(NC(=CC1=O)C(F)(F)F)=O)F)Cl)=O